(2S,3R)-3-((R or S)-2-(1-(2,5-bis(trifluoromethyl)benzyl)piperidin-4-yl)-1,2,3,4-tetrahydroquinolin-7-yl)-3-cyclopropyl-2-methylpropanoic acid FC(C1=C(CN2CCC(CC2)[C@@H]2NC3=CC(=CC=C3CC2)[C@@H]([C@@H](C(=O)O)C)C2CC2)C=C(C=C1)C(F)(F)F)(F)F |o1:11|